Cis-(1S,2R)-N2-benzyl-1-(2-chlorophenyl)-N1-methylcyclohexane-1,2-diamine dihydrochloride Cl.Cl.C(C1=CC=CC=C1)N[C@H]1[C@@](CCCC1)(NC)C1=C(C=CC=C1)Cl